[Mg].[Pt].[Si](C1=CC=CC=C1)(C1=CC=CC=C1)(C(C)(C)C)OCC(COCC1OC1)O 1-((tert-butyldiphenylsilyl)oxy)-3-(oxiran-2-ylmethoxy)propan-2-ol platinum magnesium